ClC1=CC=C(C(=O)N[C@H](C)C=2C=CC3=C(OCCN3C(C3=CC(=CC=C3)Cl)=O)N2)C=C1 |r| racemic-4-chloro-N-(1-(1-(3-chlorobenzoyl)-2,3-dihydro-1H-pyrido[2,3-b][1,4]oxazin-6-yl)ethyl)benzamide